C(C)OC(CC(CC)(O)O)(CC1=CC=CC=C1)OCC diethoxybenzyl-dihydroxypentane